N'-methyltetramethylenebis[2,6-bis(1-methylethyl)aniline] CN(C1=C(C=CC=C1C(C)C)C(C)C)CCCCNC1=C(C=CC=C1C(C)C)C(C)C